[Si](C)(C)(C(C)(C)C)OCC=1NC2=CC(=CC=C2C1)CNC1=CN=C2C(=N1)N=C(C=C2)Cl N-[(2-{[(tert-butyldimethylsilyl)oxy]methyl}-1H-indol-6-yl)methyl]-6-chloropyrido[2,3-b]pyrazin-3-amine